C(C)N1C=NC2=C1N=NC=C2C2=CC(=C(C=C2)F)C=2C(=CC=1N(C2)C=C(N1)C1CCOCC1)OC 7-Ethyl-4-(4-fluoro-3-(7-methoxy-2-(tetrahydro-2H-pyran-4-yl)imidazo[1,2-a]pyridin-6-yl)phenyl)-7H-imidazo[4,5-c]pyridazine